N-(2-fluoro-5-((4-(1-(3-hydroxypropyl)-1H-indol-3-yl)pyrimidin-2-yl)amino)-4-methoxyphenyl)acrylamide FC1=C(C=C(C(=C1)OC)NC1=NC=CC(=N1)C1=CN(C2=CC=CC=C12)CCCO)NC(C=C)=O